O=C(C(=O)OCC)N[C@H](C(F)(F)F)C ethyl (S)-2-oxo-2-((1,1,1-trifluoropropan-2-yl)amino)acetate